C(C1=CC=CC=C1)N1B(NC2=C3C1=CC=CC3=CC=C2)C=2C(=C3CC(CC3=C(C2C)C)(C(=O)OC)C(=O)OC)C (R)-dimethyl 5-(1-benzyl-1H-naphtho[1,8-de][1,3,2]diazaborinin-2(3H)-yl)-4,6,7-trimethyl-1,3-dihydro-2H-indene-2,2-dicarboxylate